FC1(CN(C1)C(C=C)=O)C(=O)N1CCC(CC1)N1N=C(C(=C1C)C=1C=C(C=2N(C1)N=CC2C#N)NCCOC)C 6-[1-[1-(3-fluoro-1-prop-2-enoyl-azetidine-3-carbonyl)-4-piperidyl]-3,5-dimethyl-pyrazol-4-yl]-4-(2-methoxyethylamino)-pyrazolo[1,5-a]pyridine-3-carbonitrile